F[C@@H]1[C@H](C[C@@]2(C=C[C@H]1N2)C)OC=2N=CC(=NC2)C=2C=C1C=CN=CC1=CC2O 6-(5-(((1R,3S,4S,5R)-4-fluoro-1-methyl-8-azabicyclo[3.2.1]oct-6-en-3-yl)oxy)pyrazin-2-yl)isoquinolin-7-ol